1-(5-bromo-1-butyl-1H-pyrrolo[2,3-c]pyridin-3-yl)-N,N-dimethylmethylamine BrC=1C=C2C(=CN1)N(C=C2CN(C)C)CCCC